5-mercaptopentanoate SCCCCC(=O)[O-]